C(#N)C=1C(=CC(=C(C1)NS(=O)(=O)C=1C=C(C(=O)O)C=CC1C1CC1)C=1N=CSC1)F 3-(N-(5-cyano-4-fluoro-2-(thiazol-4-yl)phenyl)sulfamoyl)-4-cyclopropylbenzoic acid